C1(CC(CCC1)N)N 1,3-Cyclohexan-diamin